7-bromo-3-(2-chloro-5,5-dioxo-6,7-dihydrothieno[3,2-d]pyrimidin-4-yl)-1H-indole BrC=1C=CC=C2C(=CNC12)C=1C2=C(N=C(N1)Cl)CCS2(=O)=O